7-([1,1'-biphenyl]-2-yloxy)-2-carboxy-1,2,3,4-tetrahydronaphthalene C1(=C(C=CC=C1)OC1=CC=C2CCC(CC2=C1)C(=O)O)C1=CC=CC=C1